BrC1=CC=C(C=C1)[C@@H](C(F)(F)F)N(C(=O)C1CCC(CC1)C(=O)OC)C methyl (1r,4r)-4-{[(1S)-1-(4-bromophenyl)-2,2,2-trifluoroethyl](methyl)carbamoyl}cyclohexane-1-carboxylate